4-oxo-butanoyl-(4-methyl)piperazin-amine O=CCCC(=O)C1N(CCN(C1)C)N